(3R)-1-(7-(8-ethynyl-3-hydroxynaphthalen-1-yl)-6,8-difluoro-2-((1-((4-methoxypiperidin-1-yl)methyl)cyclopropyl)methoxy)quinazolin-4-yl)-3-methylpiperidin-3-ol C(#C)C=1C=CC=C2C=C(C=C(C12)C1=C(C=C2C(=NC(=NC2=C1F)OCC1(CC1)CN1CCC(CC1)OC)N1C[C@@](CCC1)(O)C)F)O